[Si](C)(C)(C(C)(C)C)OC[C@H]1CNC(O1)=O (R)-5-(((tert-butyldimethylsilyl)oxy)methyl)Oxazolidin-2-one